2-(4-(3-fluoro-4-((4-trityl-4H-1,2,4-triazol-3-yl)methoxy)phenyl)-3-methyl-2-oxo-6-(trifluoromethyl)-2,3-dihydro-1H-benzo[d]imidazol-1-yl)-N-(4-fluorophenyl)acetamide FC=1C=C(C=CC1OCC1=NN=CN1C(C1=CC=CC=C1)(C1=CC=CC=C1)C1=CC=CC=C1)C1=CC(=CC=2N(C(N(C21)C)=O)CC(=O)NC2=CC=C(C=C2)F)C(F)(F)F